4-(2-oxo-2-(2,2,2-trichloroethoxy)ethyl) 1-(1-(4-(trifluoromethyl)phenyl)cyclobutyl) 2-methylenesuccinate C=C(C(=O)OC1(CCC1)C1=CC=C(C=C1)C(F)(F)F)CC(=O)OCC(OCC(Cl)(Cl)Cl)=O